(Z)-6-nonene CCCCC\C=C/CC